COC=1C=C(CN(C=2OC(=C(N2)C)CN2CCOCC2)CC2=CC(=CC=C2)N2CCN(CC2)C)C=CC1 N-(3-methoxybenzyl)-4-methyl-N-(3-(4-methylpiperazin-1-yl)benzyl)-5-(morpholinomethyl)oxazol-2-amine